1-(4-((1R,2R)-2-cyclohexyl-6-hydroxy-1,2,3,4-tetrahydronaphthalen-1-yl)-2,6-difluorophenyl)piperidine-4-carbaldehyde C1(CCCCC1)[C@@H]1[C@@H](C2=CC=C(C=C2CC1)O)C1=CC(=C(C(=C1)F)N1CCC(CC1)C=O)F